(5S,8S)-5-fluoro-8-hydroxy-N-(2-(3-(tri-fluoromethyl)phenoxy)ethyl)-5,6,7,8-tetrahydroquinoline-5-carboxamide F[C@@]1(C=2C=CC=NC2[C@H](CC1)O)C(=O)NCCOC1=CC(=CC=C1)C(F)(F)F